4-[4-(4-Aminopiperidin-1-yl)-3-(3-fluoro-5-methylphenyl)chinolin-6-yl]-2-[(methoxyimino)methyl]phenol NC1CCN(CC1)C1=C(C=NC2=CC=C(C=C12)C1=CC(=C(C=C1)O)C=NOC)C1=CC(=CC(=C1)C)F